Tert-butyl (12aR)-9-(2-chloro-6-hydroxyphenyl)-8,10-difluoro-3,4,12,12a-tetrahydro-6H-pyrazino[2,1-c][1,4]benzoxazepine-2(1H)-carboxylate ClC1=C(C(=CC=C1)O)C1=C(C2=C(CN3[C@@H](CO2)CN(CC3)C(=O)OC(C)(C)C)C=C1F)F